5-(tert-butyl)-N-(4-(3-(4-(cyclobut-1-en-1-carbonyl)piperazin-1-yl)pyridin-4-yl)-2-methylbenzyl)-1,2,4-oxadiazole-3-carboxamide C(C)(C)(C)C1=NC(=NO1)C(=O)NCC1=C(C=C(C=C1)C1=C(C=NC=C1)N1CCN(CC1)C(=O)C1=CCC1)C